N[C@H]1[C@@H](CCCC1)NC(=O)C=1SC=2N=CC=C3N(C(NC1C23)=O)C=2C=NC(=CC2)OC2=CC=CC=C2 N-((1R,2R)-2-Aminocyclohexyl)-4-oxo-5-(6-phenoxypyridin-3-yl)-4,5-dihydro-3H-1-thia-3,5,8-triazaacenaphthylene-2-carboxamide